4-(3,4-dichloro-phenyl)-4-vinyl-1,3-dioxolanone ClC=1C=C(C=CC1Cl)C1(OC(OC1)=O)C=C